(E)-Serine N[C@@H](CO)C(=O)O